C1(CC2C(CC1)O2)CC[Zr](OC)(OC)OC 2-(3,4-epoxycyclohexyl)ethyltrimethoxyzirconium